1-(methylsulfonyl)azetidin CS(=O)(=O)N1CCC1